1-{[4-(methoxymethyl)-4-({[(1R,2S)-2-phenylcyclopropyl]amino}methyl)piperidin-1-yl]methyl}cyclobutanecarboxylic acid tosylate salt S(=O)(=O)(O)C1=CC=C(C)C=C1.COCC1(CCN(CC1)CC1(CCC1)C(=O)O)CN[C@H]1[C@@H](C1)C1=CC=CC=C1